trans-phosphoramidite P([O-])([O-])N